C(C)OC(=O)C=1N=C(OC1C1=CC=C(C=C1)N(C(C)=O)C(C)=O)C1=CC=C(C=C1)C(C)(C)C 5-(4-(N-acetylacetamido)phenyl)-2-(4-(t-butyl)phenyl)Oxazole-4-carboxylic acid ethyl ester